(S)-2-((((9H-fluoren-9-yl)methoxy)carbonyl)amino)-3-(5-fluoro-1-(prop-2-yn-1-yl)-1H-indol-3-yl)propanoic acid C1=CC=CC=2C3=CC=CC=C3C(C12)COC(=O)N[C@H](C(=O)O)CC1=CN(C2=CC=C(C=C12)F)CC#C